BrC1=CC(=C(C2=C1C=NS2)/N=C/N(C)C)C(=O)C=2C1=CN(N=C1C(=CC2)F)C2OCCCC2 (E)-N'-[4-bromo-6-[7-fluoro-2-(oxan-2-yl)indazole-4-carbonyl]-1,2-benzothiazol-7-yl]-N,N-dimethylmethanimidamide